C[C@@H]1N[C@@H](CC=2C3=CC=CC=C3NC12)C(=O)O (1S,3S)-1-methyl-1,2,3,4-tetrahydro-β-carboline-3-carboxylic acid